1-((1R,5S)-3,8-diazabicyclo[3.2.1]octan-8-yl)-6-(8-bromonaphthalen-1-yl)-3-((tetrahydro-1H-pyrrolizin-7a(5H)-yl)methoxy)-5,6,7,8-tetrahydro-2,6-naphthyridine-4-carbonitrile TFA salt OC(=O)C(F)(F)F.[C@H]12CNC[C@H](CC1)N2C2=NC(=C(C=1CN(CCC21)C2=CC=CC1=CC=CC(=C21)Br)C#N)OCC21CCCN1CCC2